CN1C(C2(N(C1=O)CC1COC1)CC1(CCC(CC1)=O)C2)=O 2-Methyl-4-(oxetan-3-ylmethyl)-2,4-diazadispiro[4.1.57.15]tridecane-1,3,10-trione